N-[5-(4-acetylpiperazin-1-yl)-2-pyridyl]-2-[4-(2-methyl-4-pyridyl)pyrazol-1-yl]acetamide C(C)(=O)N1CCN(CC1)C=1C=CC(=NC1)NC(CN1N=CC(=C1)C1=CC(=NC=C1)C)=O